C(CCCCCC)C=1C=NC(=NC1)N1CCC2(C[C@H](CO2)NC[C@@H](COC=2C=C(C=CC2)S(=O)(=O)NC)O)CC1 3-((S)-3-((R)-8-(5-heptylpyrimidin-2-yl)-1-oxa-8-azaspiro[4.5]dec-3-ylamino)-2-hydroxypropoxy)-N-methylbenzenesulfonamide